(1-Iminoethyl)azanyl 2-[[(2S)-2-(1,4-dihydro-2,4-dioxo-3(2H)-quinazolinyl)-3-methyl-1-oxobutyl]amino]-4-methyl-5-thiazolecarboxylate O=C1NC2=CC=CC=C2C(N1[C@H](C(=O)NC=1SC(=C(N1)C)C(=O)ONC(C)=N)C(C)C)=O